CC=1C=C2NC1C=C1C=C(C(=N1)C=C1C=C(C(N1)=CC=1C(=CC(N1)=C2)C)C)C 3,8,13,17-tetramethylporphyrin